C(C=C)(=O)NC1=C(C=C(C=C1)S(=O)(=O)N1CCC(CC1)CN1C=CC=CN=C1)F 7-((1-((4-acryloylamino-3-fluorophenyl)sulfonyl)piperidin-4-yl)methyl)-2,7-diazepine